2-(3-(3-(4-methyl-4H-1,2,4-triazol-3-yl)-1,1-dioxathiolan-3-yl)phenyl)-6-(((1-methylcyclobutyl)amino)methyl)-4-(trifluoromethyl)isoindolin-1-one CN1C(=NN=C1)C1(SOCC1)C=1C=C(C=CC1)N1C(C2=CC(=CC(=C2C1)C(F)(F)F)CNC1(CCC1)C)=O